ON1[C@@H]2CC[C@H](N(C1=O)C2)C(NC(CC=2C=NC=CC2)=O)=N N-(((2S,5R)-6-hydroxy-7-oxo-1,6-diazabicyclo[3.2.1]oct-2-yl)(imino)methyl)-2-(pyridin-3-yl)acetamide